N-(5-chloro-2-nitrophenyl)-3-methylpyrazin-2-amine ClC=1C=CC(=C(C1)NC1=NC=CN=C1C)[N+](=O)[O-]